C(CCCCC)N(C1=CC=CC=C1)CCCCCC N,N-di(hexyl)aniline